FC1=C(C(=O)NC2=CC(=C(C=C2)CN2CCOCC2)C(F)(F)F)C=C(C(=C1)C)C#CC1=CN=C2N1C=CC=C2NC=2C=NN(C2)C 2-fluoro-4-methyl-5-((8-((1-methyl-1H-pyrazol-4-yl)amino)imidazo[1,2-a]pyridin-3-yl)ethynyl)-N-(4-(morpholinomethyl)-3-(trifluoromethyl)phenyl)benzamide